C(#N)CC1(CN(C1)C1CCN(CC1)CC1=NC(=C(C#N)C=C1)OC)N1N=CC(=C1)C=1C2=C(N=CN1)NC=C2 6-[(4-{3-(cyanomethyl)-3-[4-(7H-pyrrolo[2,3-d]pyrimidin-4-yl)-1H-pyrazol-1-yl]azetidin-1-yl}piperidin-1-yl)methyl]-2-methoxynicotinonitrile